C(C)N(CCC1=CNC2=NC=C(C=C21)F)C N-ethyl-N-methyl-2-(5-fluoro-1H-pyrrolo[2,3-b]pyridin-3-yl)ethan-1-amine